CC1(CCC(CC1)(N)C)N dimethylcyclohexane-1,4-diamine